FC1=CC=C(C=C1)C(N1[C@@H](CN([C@H](C1)C)C1=CC(N(C2=CC=C(N=C12)C#N)C)=O)CNS(=O)(=O)C)C1=CC=C(C=C1)F N-(((2S,5S)-1-(Bis(4-fluorophenyl)methyl)-4-(6-cyano-1-methyl-2-oxo-1,2-dihydro-1,5-naphthyridin-4-yl)-5-methylpiperazin-2-yl)methyl)methansulfonamid